2-[4-[6-[3-benzyl-5-(6-methyl-2-pyridyl)triazol-4-yl]-3-quinolyl]pyrazol-1-yl]-N-methyl-ethanamine C(C1=CC=CC=C1)N1N=NC(=C1C=1C=C2C=C(C=NC2=CC1)C=1C=NN(C1)CCNC)C1=NC(=CC=C1)C